N-methyl-(3,4,5-trimethoxy)aniline CNC1=CC(=C(C(=C1)OC)OC)OC